(R)-2-(3-((cyclopropylmethyl)amino)-3-methylazetidin-1-yl)-5-(5-(1-(3,5-dichloropyridin-4-yl)ethoxy)-4-fluoro-1H-indazol-3-yl)nicotinonitrile C1(CC1)CNC1(CN(C1)C1=C(C#N)C=C(C=N1)C1=NNC2=CC=C(C(=C12)F)O[C@H](C)C1=C(C=NC=C1Cl)Cl)C